4-(5-methoxypyridin-2-yl)-N-(4-methylpyridin-2-yl)thiazol-2-amine COC=1C=CC(=NC1)C=1N=C(SC1)NC1=NC=CC(=C1)C